C(C)(C)(C)OC(=O)N(C(=O)OC(C)(C)C)CC=1C=NC(=NC1)N1C(CN(CC1)C1=NC=C(C=N1)C(=O)OCC)CO ethyl 2-(4-(5-((bis(tert-butoxycarbonyl)amino)methyl)pyrimidin-2-yl)-3-(hydroxymethyl)piperazin-1-yl)pyrimidine-5-carboxylate